O1C(=NC2=C1C=CC=C2)C2=CC(=NN2CC2=CC=C(C=C2)OC)C2=C(C(=O)N)C=CC(=C2Cl)OC [5-(1,3-Benzoxazol-2-yl)-1-[(4-methoxyphenyl)methyl]pyrazol-3-yl]-3-chloro-4-methoxy-benzamide